Cl.C(C1=CC=CC=C1)N[C@@H](C(=O)N1CCN(CC1)CC1=C(C=CC=C1)OC)C1CCN(CC1)C1=CC(=CC=C1)Cl (R)-2-(benzylamino)-2-(1-(3-chlorophenyl)piperidin-4-yl)-1-(4-(2-methoxybenzyl)piperazin-1-yl)ethan-1-one hydrochloride